4-(3-fluorophenyl)-1-(((1S,3S)-3-hydroxy-3-methylcyclobutaneyl)amino)-6-(trifluoromethyl)-3H-pyrido[1,2-c]pyrimidin-3-one FC=1C=C(C=CC1)C1=C2N(C(=NC1=O)NC1CC(C1)(C)O)C=CC(=C2)C(F)(F)F